(S)-1-(2,6-difluorophenyl)ethan-1-amine FC1=C(C(=CC=C1)F)[C@H](C)N